CC1=CC(=NO1)CN1N=CC2=CC=CC=C12 1-((5-methylisoxazol-3-yl)methyl)-1H-indazole